4-(2,6-dimethylphenyl-(piperazine-1-sulfonyl)phenyl)-1-(pyridin-3-ylmethyl)urea CC1=C(C(=CC=C1)C)C=1C(=C(C=CC1)C1=C(C=NC=C1)CNC(=O)N)S(=O)(=O)N1CCNCC1